(S)-(6-isobutoxy-4-methylpyridin-3-yl)-4-oxo-4,5-dihydro-3H-1-thia-3,5,8-triazaacenaphthylene-2-carboxamide C(C(C)C)OC1=CC(=C(C=N1)N1C2=C(SC=3N=CC=C(NC1=O)C32)C(=O)N)C